3-((S)-2-hydroxy-3-((R)-8-(4-methyl-3,4-dihydro-2H-benzo[b][1,4]oxazin-6-ylsulfonyl)-1-oxa-8-azaspiro[4.5]dec-3-ylamino)propoxy)-N-methylbenzenesulfonamide O[C@H](COC=1C=C(C=CC1)S(=O)(=O)NC)CN[C@H]1COC2(C1)CCN(CC2)S(=O)(=O)C2=CC1=C(OCCN1C)C=C2